N1C=CC2=CC(=CC=C12)B(O)O (1H-indol-5-yl)boronic acid